tert-butyl ((4-cyclopropylthiazol-2-yl)methyl)carbamate C1(CC1)C=1N=C(SC1)CNC(OC(C)(C)C)=O